ClC=1C(=NC(=CC1)C1=CC(=C(C=C1)C(F)(F)F)C)C(=O)O 3-Chloro-6-(3-methyl-4-(trifluoromethyl)phenyl)picolinic acid